C1=CC=CC=2C3=CC=CC=C3C(C12)COC(=O)N1C[C@@](C[C@H]1C(=O)OC(C)(C)C)(C(=O)O)N (3S,5S)-1-(((9H-fluoren-9-yl)methoxy)carbonyl)-3-amino-5-(tert-butoxycarbonyl)pyrrolidine-3-carboxylic acid